ethyl 1-(6-(pyridin-4-yl)quinolin-2-yl)piperidine-3-carboxylate N1=CC=C(C=C1)C=1C=C2C=CC(=NC2=CC1)N1CC(CCC1)C(=O)OCC